3-(tert-butyl)-N-((1R)-1-(2-methyl-4-(7-(piperazin-1-yl)-6,7,8,9-tetrahydro-5H-pyrimido[4,5-b]indol-4-yl)phenyl)ethyl)-1,2,4-oxadiazole-5-carboxamide trifluoroacetate FC(C(=O)O)(F)F.C(C)(C)(C)C1=NOC(=N1)C(=O)N[C@H](C)C1=C(C=C(C=C1)C1=NC=NC=2NC=3CC(CCC3C21)N2CCNCC2)C